cobalt(II) nitrite N(=O)[O-].[Co+2].N(=O)[O-]